C(C)(=O)C1=CC=C(C(=C1OCCCC(=O)O)CCC)OCCCSC1=C(C(=C(C=C1)C(C)=O)O)CCC 4-[6-acetyl-3-[3-(4-acetyl-3-hydroxy-2-propylphenylsulfanyl)propoxy]-2-propylphenoxy]butyric acid